BrC=1C=C2C(=NN(C2=CC1)[C@H]1CN(CC1)C(=O)OCC)COC1=C(C=CC=C1)CC(=O)OCC (R)-ethyl 3-(5-bromo-3-((2-(2-ethoxy-2-oxoethyl)phenoxy)methyl)-1H-indazol-1-yl)pyrrolidine-1-carboxylate